N1=C(C=CC=C1)C=1NC=CN1 (2-pyridyl)imidazole